C(C)(=O)OC(C)C=1C2=CC=CC=C2C=C2C=CC=CC12 9-(1-acetoxyethyl)anthracene